N-[6-[3-Ethyl-4-(4,4,5,5-tetramethyl-1,3,2-dioxaborolan-2-yl)pyrazol-1-yl]-3-pyridinyl]carbamic acid tert-butyl ester C(C)(C)(C)OC(NC=1C=NC(=CC1)N1N=C(C(=C1)B1OC(C(O1)(C)C)(C)C)CC)=O